C1(=CC=CC=C1)P(C1=C(C2=CC=CC=C2C=C1)C1=C(C=CC2=CC=CC=C12)P(C1=CC=CC=C1)C1=CC=CC=C1)C1=CC=CC=C1 racemic-2,2'-bis(diphenylphosphino)-1,1'-binaphthalene